4-(3-amino-6-cyclopropyl-1H-pyrazolo[3,4-b]pyrazin-1-yl)cyclohexan-1-ol NC1=NN(C2=NC(=CN=C21)C2CC2)C2CCC(CC2)O